N,N-dimethyl-1,3-propanediamine monohydrochloride Cl.CN(CCCN)C